(3'r)-5',5'-difluoro-2-oxo[1,3'-bipiperidine]-1'-carboxylic acid 4-methylphenyl ester CC1=CC=C(C=C1)OC(=O)N1C[C@@H](CC(C1)(F)F)N1C(CCCC1)=O